((1-bromo-3-oxo-4,6,7,8-tetrahydro-3H-9-oxa-2-thia-4-azabenzo[cd]azulen-5-yl)methyl)carbamic acid tert-butyl ester C(C)(C)(C)OC(NCC=1NC(C=2SC(=C3OCCCC1C23)Br)=O)=O